FC1=CC(=C(C=C1)C1=CC(=CC=C1)C=1OC2=C(N1)C=C(C=C2C(F)(F)F)CNC(COC)(C)C)C2=NN=CN2C N-((2-(4'-Fluoro-2'-(4-methyl-4H-1,2,4-triazol-3-yl)-[1,1'-biphenyl]-3-yl)-7-(trifluoromethyl)benzo[d]oxazol-5-yl)methyl)-1-methoxy-2-methylpropan-2-amine